3-(4-(4-(6-(2-hydroxyphenyl)pyridazin-4-yl)phenyl)piperazin-1-yl)propionic acid OC1=C(C=CC=C1)C1=CC(=CN=N1)C1=CC=C(C=C1)N1CCN(CC1)CCC(=O)O